2-(1-Tert-butoxycarbonyl-4-piperidyl)ethyl 1-[1-[(4-methoxyphenyl)methyl]-2,6-dioxo-3-piperidyl]-3-methyl-2-oxo-benzimidazole-5-carboxylate COC1=CC=C(C=C1)CN1C(C(CCC1=O)N1C(N(C2=C1C=CC(=C2)C(=O)OCCC2CCN(CC2)C(=O)OC(C)(C)C)C)=O)=O